C(NC(=O)C=1N=NC=CC1NC1=C(C=C(C=C1)C=1C=NN(C1)C)OCC(F)F)([2H])([2H])[2H] N-(methyl-d3)-4-((2-(2,2-difluoroethoxy)-4-(1-methyl-1H-pyrazol-4-yl)phenyl)amino)pyridazine-3-carboxamide